4-chloro-7H-pyrrolo[2,3-d]pyrimidine-5-formaldehyde ClC=1C2=C(N=CN1)NC=C2C=O